2,6-DIOXASPIRO[4.5]DECANE C1OCCC12OCCCC2